(4-(4-(benzo[d]thiazol-5-ylamino)quinolin-7-yl)-3,5-difluorophenyl)(2,6-diazaspiro[3.3]heptan-2-yl)methanone S1C=NC2=C1C=CC(=C2)NC2=CC=NC1=CC(=CC=C21)C2=C(C=C(C=C2F)C(=O)N2CC1(C2)CNC1)F